(R)-2-(4-(cyclopropylmethyl)-2-methylpiperazin-1-yl)-6-isopropyl-5-(8-methyl-[1,2,4]triazolo[1,5-a]pyridin-6-yl)-4H-pyrrolo[3,2-d]thiazole C1(CC1)CN1C[C@H](N(CC1)C=1SC2=C(N1)C(=C(N2)C=2C=C(C=1N(C2)N=CN1)C)C(C)C)C